tert-butyl (2R,5S)-4-(8-(chloromethyl)-3,9-dimethyl-2-oxo-3,9-dihydro-2H-purin-6-yl)-2,5-diethylpiperazine-1-carboxylate ClCC=1N(C=2N(C(N=C(C2N1)N1C[C@H](N(C[C@@H]1CC)C(=O)OC(C)(C)C)CC)=O)C)C